(S)-(6-methyl-5-(3-phenylisoxazolidin-2-carboxamido)pyridin-3-yl)boronic acid CC1=C(C=C(C=N1)B(O)O)NC(=O)N1OCC[C@H]1C1=CC=CC=C1